(R)-N-(1-(3-(2-((2,3-dihydro-1H-inden-2-yl)amino)pyrimidin-5-yl)phenyl)ethyl)-1,4,6,7-tetrahydro-5H-[1,2,3]triazolo[4,5-c]pyridine-5-carboxamide C1C(CC2=CC=CC=C12)NC1=NC=C(C=N1)C=1C=C(C=CC1)[C@@H](C)NC(=O)N1CC2=C(CC1)NN=N2